N-(5-chloro-6-(2H-1,2,3-triazol-2-yl)pyridin-3-yl)-1-(1-(1-hydroxyethyl)isoquinolin-5-yl)-5-(trifluoromethyl)-1H-pyrazole-4-carboxamide ClC=1C=C(C=NC1N1N=CC=N1)NC(=O)C=1C=NN(C1C(F)(F)F)C1=C2C=CN=C(C2=CC=C1)C(C)O